O=C(C(=O)OCC)C(=O)OCC 1,3-diethyl 2-oxomalonate